C(CCCCCCC)/C(/C(=O)[O-])=C/C(=O)[O-].C(CCCCCCC)/C(/C(=O)[O-])=C/C(=O)[O-].C(CCC)[Sn+4]CCCC dibutyl-tin bis(octylmaleate)